C(#N)C=1C(=C(C(=C(C1C1=CC=NC=C1)N1C2=CC=C(C=C2C=2C=C(C=CC12)C#N)C#N)N1C2=CC=C(C=C2C=2C=C(C=CC12)C#N)C#N)N1C2=CC=C(C=C2C=2C=C(C=CC12)C#N)C#N)N1C2=CC=C(C=C2C=2C=C(C=CC12)C#N)C#N 9,9',9'',9'''-(5-cyano-6-(pyridin-4-yl)benzene-1,2,3,4-tetrayl)tetrakis(9H-carbazole-3,6-dicarbonitrile)